C(C)N1N=C2C=CC=CC2=C1 2-ethylindazol